N-cyclohexyl-N-cyclohexylcarbamoyl-amide C1(CCCCC1)[N-]C(NC1CCCCC1)=O